CC1(OCC=CCO1)CCC(C)C 2-methyl-2-(3-methylbutyl)-4,7-dihydro-1,3-dioxepine